CC1=C(C2=CC=CC=C2C=2C=CC=CC12)C(C)=O 1-(10-Methylphenanthren-9-yl)ethan-1-one